N[C@H]1CN(C[C@H](C1)C(F)(F)F)C1=C2C=CC=NC2=C(C=C1)C#N 5-[(3R,5S)-3-amino-5-(trifluoromethyl)piperidin-1-yl]quinoline-8-carbonitrile